FC=1C=C2C(=NNC2=CC1OCCOC)C1=CC(=NO1)C1=CC=C(C(=O)N2CCC3(CN(C3)C)CC2)C=C1 7-(4-{5-[5-Fluoro-6-(2-methoxyethoxy)-1H-indazol-3-yl]-1,2-oxazol-3-yl}benzoyl)-2-methyl-2,7-diazaspiro[3.5]nonan